(2S)-2-hydroxypropanoate O[C@H](C(=O)[O-])C